1-ethyl-5-methyl-1H-pyrazole-3-carboxylic acid C(C)N1N=C(C=C1C)C(=O)O